C1(CCCCC1)C1=CC=CC=C1 4-cyclohexylbenzene